(R)-N-((S)-4-cyano-1,3-dihydrospiro[indene-2,4'-piperidin]-3-yl)-2-methylpropane-sulfinamide trifluoroacetate FC(C(=O)O)(F)F.C(#N)C1=C2[C@H](C3(CCNCC3)CC2=CC=C1)N[S@](=O)CC(C)C